O=C1C(=CNC2=CC=CC=C12)C(=O)OC methyl 4-oxo-1,4-dihydroquinoline-3-carboxylate